N-(1-(azetidin-1-ylmethyl)cyclopropyl)-2,3-dihydro-1H-indene-1-carboxamide N1(CCC1)CC1(CC1)NC(=O)C1CCC2=CC=CC=C12